(S)-N-(4-(3-((1-acryloylpyrrolidin-3-yl)oxy)pyridin-4-yl)-2-methylbenzyl)-1-(tert-butyl)-1H-1,2,3-triazole-4-carboxamide C(C=C)(=O)N1C[C@H](CC1)OC=1C=NC=CC1C1=CC(=C(CNC(=O)C=2N=NN(C2)C(C)(C)C)C=C1)C